C(C)(C)(C)OC(NCCNC1=C(C=C(C=C1)C(N)=O)[N+](=O)[O-])=O (2-((4-carbamoyl-2-nitrophenyl)amino)ethyl)carbamic acid tert-butyl ester